bis[[(2,6-dinitrobenzyl)oxy]carbonyl]phenylenediamine [N+](=O)([O-])C1=C(COC(=O)NC2=C(C=CC=C2)NC(=O)OCC2=C(C=CC=C2[N+](=O)[O-])[N+](=O)[O-])C(=CC=C1)[N+](=O)[O-]